1-(3-acetylphenyl)-3-(4-oxo-3-(pyridin-4-yl)-3,4-dihydroquinazolin-6-yl)urea C(C)(=O)C=1C=C(C=CC1)NC(=O)NC=1C=C2C(N(C=NC2=CC1)C1=CC=NC=C1)=O